(E)-N-(2-chloro-3-fluorophenyl)-2-(hydroxyimino)acetamide ClC1=C(C=CC=C1F)NC(/C=N/O)=O